N(=[N+]=[N-])CCOCCOCCOCCOCCOCCOCCOCCOCCOCCOCCOCCOCCOCCOCCOCCOCCOCCOCCOCCOCCOCCOCCOCCOCCC(=O)OC1=C(C(=C(C(=C1F)F)F)F)F 2,3,4,5,6-pentafluorophenyl 1-azido-3,6,9,12,15,18,21,24,27,30,33,36,39,42,45,48,51,54,57,60,63,66,69,72-tetracosaoxapentaheptacontan-75-oate